6-((2-(Dimethylamino)ethyl)(methyl)amino)-4-(5-(6-((6-methoxypyridin-3-yl)methyl)-3,6-diazabicyclo[3.1.1]heptan-3-yl)pyrazin-2-yl)pyrazolo[1,5-a]pyridine-3-carbonitrile CN(CCN(C=1C=C(C=2N(C1)N=CC2C#N)C2=NC=C(N=C2)N2CC1N(C(C2)C1)CC=1C=NC(=CC1)OC)C)C